(S)-7-ethoxy-6-methoxy-1-(2-(5-fluoro-1H-indol-3-yl)ethyl)-3,4-dihydroisoquinoline-2(1H)-formaldehyde C(C)OC1=C(C=C2CCN([C@H](C2=C1)CCC1=CNC2=CC=C(C=C12)F)C=O)OC